BrC1=CC(=C(N)C=C1)S(=O)(=O)C 4-bromo-2-(methylsulfonyl)aniline